COC(=O)C=1C=NC(=CC1)COC=1SC(=NN1)N 6-(((5-amino-1,3,4-thiadiazol-2-yl)oxy)methyl)pyridine-3-carboxylic acid methyl ester